2-glycidyloxy-1,3-bis(5,5-dimethyl-1-glycidyl-hydantoin-3-yl)propane C(C1CO1)OC(CN1C(N(C(C1=O)(C)C)CC1CO1)=O)CN1C(N(C(C1=O)(C)C)CC1CO1)=O